3-benzoyl-1-(2-oxo-1-(4-(2-(2-oxopropoxy)ethoxy)phenyl)pyrrolidin-3-yl)pyrimidine-2,4(1H,3H)-dione C(C1=CC=CC=C1)(=O)N1C(N(C=CC1=O)C1C(N(CC1)C1=CC=C(C=C1)OCCOCC(C)=O)=O)=O